2-(2-fluorophenoxy)benzonitrile FC1=C(OC2=C(C#N)C=CC=C2)C=CC=C1